ClC1=CC=CC(=N1)C 6-chloro-2-methylpyridin